tert-butyl (3-exo)-3-((2-chloro-6-((5-methyl-1H-pyrazol-3-yl) amino) pyrimidin-4-yl) amino)-8-azabicyclo[3.2.1]octane-8-carboxylate ClC1=NC(=CC(=N1)NC1CC2CCC(C1)N2C(=O)OC(C)(C)C)NC2=NNC(=C2)C